2-(4-aminobutoxy)-8-isopropylpyrazolo[1,5-a][1,3,5]triazin NCCCCOC1=NC=2N(C=N1)N=CC2C(C)C